8-bromo-1-ethyl-1,2,3,4-tetrahydro-5H-benzo[e][1,4]diazepine BrC=1C=CC2=C(N(CCNC2)CC)C1